C(CCCCCCCCCCCC)[SiH2]OCCCC tridecylbutoxysilane